3-Cyclopropyl-6-((5-Methylpyridin-2-Yl)Methyl)-1-(1-(5-(Trifluoromethyl)Pyridin-2-Yl)Propyl)-1H-Pyrazolo[3,4-d]Pyrimidin-4(5H)-One C1(CC1)C1=NN(C=2N=C(NC(C21)=O)CC2=NC=C(C=C2)C)C(CC)C2=NC=C(C=C2)C(F)(F)F